FC=1C=CC=2N(C3=CC=C(C=C3C2C1)F)CC(CNCCCNC(C)C)O 1-(3,6-difluoro-9H-carbazol-9-yl)-3-((3-(isopropylamino)propyl)amino)propan-2-ol